2-(3'-(5-Cyclopropyl-3-(2,6-dichlorophenyl)isoxazol-4-yl)-8-azaspiro[bicyclo[3.2.1]octan-3,1'-cyclobutan]-8-yl)-4-fluorobenzo[d]thiazol C1(CC1)C1=C(C(=NO1)C1=C(C=CC=C1Cl)Cl)C1CC2(C1)CC1CCC(C2)N1C=1SC2=C(N1)C(=CC=C2)F